6-((ethyl-d5)amino)-2-(2-methyl-2H-indazol-5-yl)-4-(6-methylpyridin-3-yl)pyrido[3,2-c]pyridazin-3(2H)-one C(C([2H])([2H])[2H])([2H])([2H])NC=1C=CC2=NN(C(C(=C2N1)C=1C=NC(=CC1)C)=O)C1=CC2=CN(N=C2C=C1)C